rac-(trans)-1-(4-aminopyrimidin-2-yl)-3-fluoro-3,4-dimethylpiperidin-4-ol NC1=NC(=NC=C1)N1C[C@@]([C@@](CC1)(O)C)(C)F